C(C)(C)(C)P(C(C)(C)C)C(C)(C)C tri-tertiary butyl-phosphorus